C(=O)O.N[C@@H](CS)C(=O)O Cysteine Format